N(=[N+]=[N-])CCCC[C@H](N)C(=O)O ε-azidonorleucine